4-(2-((5-(5-oxo-4,5-dihydro-1,3,4-oxadiazol-2-yl)pyrimidin-2-yl)amino)ethyl)benzonitrile O=C1NN=C(O1)C=1C=NC(=NC1)NCCC1=CC=C(C#N)C=C1